p-decoxybenzyl carbamate C(N)(OCC1=CC=C(C=C1)OCCCCCCCCCC)=O